methyl (3aS,5R,6aR)-2-oxo-3,3a,4,5,6,6a-hexahydrocyclopenta[d]oxazole-5-carboxylate O=C1O[C@H]2[C@@H](N1)C[C@H](C2)C(=O)OC